lithium naphthol C1(=CC=CC2=CC=CC=C12)O.[Li]